O[C@@H]1[C@H](O)[C@@H](O)[C@H](O)[C@H](O1)C(=O)O alpha-D-glucuronic acid